C(CC(CCCCCCCC(CCC)O)O)O 1,3,11-tetradecanetriol